FC(C1=NN=C(O1)C1=CC=C(CN2C(N(C=3C2=NC=CC3)C3CCN(CC3)S(=O)(=O)C)=O)C=C1)F 3-(4-(5-(difluoromethyl)-1,3,4-oxadiazole-2-yl)benzyl)-1-(1-(methylsulfonyl)piperidine-4-yl)-1,3-dihydro-2H-imidazo[4,5-b]pyridine-2-one